2-methyl-2-[rac-(5s,7s)-7-fluoro-5-phenyl-6,7-dihydro-5H-pyrrolo[1,2-b][1,2,4]triazol-2-yl]propionitrile CC(C#N)(C)C=1N=C2N(N1)[C@@H](C[C@@H]2F)C2=CC=CC=C2 |r|